ClC1=C(C=CC(=C1)[N+](=O)[O-])CCSCNC(=O)[C@H](C)NC(OC(C)(C)C)=O tert-butyl N-[(1S)-1-[([[2-(2-chloro-4-nitrophenyl)ethyl]sulfanyl]methyl)carbamoyl]ethyl]carbamate